C=CC=CCC=CCC=CCCCCCCCC octadec-1,3,6,9-tetraene